C(C)(C)[Si](C1(OC=CC1CN)CN)(C(C)C)C(C)C 2-(triisopropylsilyl)furandimethylamine